BrC=1C=C(C=CC1)C=CC(=O)C1=CC=CC=C1 3-(3-bromophenyl)-1-phenylprop-2-en-1-one